4-{2-cyclopropyl-6-[4-fluoro-6-({[(2S)-2-methoxypropyl]amino}methyl)-1-oxo-3H-isoindol-2-yl]pyridin-4-yl}-3-(4-methyl-1,2,4-triazol-3-yl)benzonitrile C1(CC1)C1=NC(=CC(=C1)C1=C(C=C(C#N)C=C1)C1=NN=CN1C)N1C(C2=CC(=CC(=C2C1)F)CNC[C@H](C)OC)=O